1-(4-(3-ethyl-[1,2,4]triazolo[4,3-b]pyridazin-6-yl)piperazin-1-yl)-2-(2-fluorophenyl)ethan-1-one C(C)C1=NN=C2N1N=C(C=C2)N2CCN(CC2)C(CC2=C(C=CC=C2)F)=O